Benzo[e]isoindoletrione C1(NC(C2C(C=C3C(=C12)C=CC=C3)=O)=O)=O